NC=1C(=NC(=C(N1)C1=CC=C(C=C1)F)C1=CC(=NC(=C1)C)Cl)C(=O)NCC1=C(C=CC=C1)OC 3-amino-6-(2-chloro-6-methylpyridin-4-yl)-5-(4-fluorophenyl)-N-(2-methoxybenzyl)pyrazine-2-carboxamide